ClC=1C=C2C(=NC(=NC2=C(C1C1=C(C=CC=C1O)F)F)OCCN1CCOCC1)N1CCN(CC1)C(C=C)=O (R)-1-(4-(6-chloro-8-fluoro-7-(2-fluoro-6-hydroxyphenyl)-2-(2-morpholino-ethoxy)quinazolin-4-yl)piperazin-1-yl)prop-2-en-1-one